CN([C@@H](C(C)C)C(=O)O)C(C1=NC=C(C=C1)NC(=O)C1[N@](C1)C(C1=CC=CC=C1)(C1=CC=CC=C1)C1=CC=CC=C1)=O N-methyl-N-(5-((S)-1-tritylaziridine-2-carboxamido)picolinoyl)-L-valine